4-[[6-chloro-4-(difluoromethyl)-2-pyridyl]oxymethyl]-3-fluoro-benzonitrile ClC1=CC(=CC(=N1)OCC1=C(C=C(C#N)C=C1)F)C(F)F